2-((4-Chloro-2-fluorobenzyl)oxy)-5,6,7,8-tetrahydropyrido[3,4-d]pyrimidine ClC1=CC(=C(COC=2N=CC3=C(N2)CNCC3)C=C1)F